1-(4-([1,1'-biphenyl]-2-yl)-1H-inden-1-yl)-2-(3-butylcyclopenta-2,4-dien-1-yl)-1,1,2,2-tetramethyldisilane C1(=C(C=CC=C1)C1=C2C=CC(C2=CC=C1)[Si]([Si](C)(C)C1C=C(C=C1)CCCC)(C)C)C1=CC=CC=C1